2-(2,6-dioxopiperidin-3-yl)-4-(((1-(1-(4,4,4-trifluorobutanoyl)piperidin-4-yl)-1H-pyrazol-4-yl)methyl)amino)isoindoline-1,3-dione O=C1NC(CCC1N1C(C2=CC=CC(=C2C1=O)NCC=1C=NN(C1)C1CCN(CC1)C(CCC(F)(F)F)=O)=O)=O